pyrazin-1(2H)-ylpropanamide N1(CC=NC=C1)C(C(=O)N)C